FC1=C(C=C(C=C1)F)C(CN1N=CN=C1)=O 1-(2,5-difluorophenyl)-2-(1H-1,2,4-triazole-1-yl)ethanone